C(C)(C)C1=C(C(=CC=C1)C(C)C)C1=C(C(=CC=C1)N)N (2,6-diisopropylphenyl)benzene-1,2-diamine